S1NC=CSC1 2H,6H-1,5,2-dithiazine